(2,6-dibromophenyl)boronic acid BrC1=C(C(=CC=C1)Br)B(O)O